C([O-])([O-])=O.[Mn+2].[Ca+2].C([O-])([O-])=O calcium-manganese carbonate